N-((3R,4S)-4-((6-(2,6-dichloro-3,5-dimethoxyphenyl)-8-(methylsulfonamido)pyrido[3,4-d]pyrimidin-2-yl)amino)tetrahydrofuran-3-yl)acrylamide ClC1=C(C(=C(C=C1OC)OC)Cl)C1=CC2=C(N=C(N=C2)N[C@H]2[C@H](COC2)NC(C=C)=O)C(=N1)NS(=O)(=O)C